C(C)(C)(C)OC(=O)N1CC(C1)(C)C(C1=CC=C(C=C1)C(C)C)(O)C1=CC(=CC=C1)C(=O)O 3-[(3-Carboxy-phenyl)-hydroxy-(4-isopropyl-phenyl)-methyl]-3-methyl-azetidine-1-carboxylic acid tert-butyl ester